3-(5-((4-(3-((3-amino-5-(4-amino-4-methylpiperidin-1-yl)pyrazin-2-yl)thio)-2-chlorophenyl)piperazin-1-yl)methyl)-7-bromo-1-oxoisoindolin-2-yl)piperidine-2,6-dione NC=1C(=NC=C(N1)N1CCC(CC1)(C)N)SC=1C(=C(C=CC1)N1CCN(CC1)CC=1C=C2CN(C(C2=C(C1)Br)=O)C1C(NC(CC1)=O)=O)Cl